6-(4-(1,4-Dimethyl-1H-pyrazol-5-yl)-1-piperidinyl)-4-(3-((2R)-2-(methoxymethyl)-4-(2-propenoyl)-1-piperazinyl)-1-azetidinyl)-2-(trifluoromethyl)-3-pyridinecarbonitrile CN1N=CC(=C1C1CCN(CC1)C1=CC(=C(C(=N1)C(F)(F)F)C#N)N1CC(C1)N1[C@H](CN(CC1)C(C=C)=O)COC)C